(S)-N2-[1-(4-fluorophenyl)ethyl]-N4-(pyrazin-2-yl)-N6-[1-(pyridin-3-yl)ethyl]pyrimidine-2,4,6-triamine FC1=CC=C(C=C1)C(C)NC1=NC(=CC(=N1)NC1=NC=CN=C1)N[C@@H](C)C=1C=NC=CC1